2,3-dimethoxy-9-(4-(trifluoromethyl)phenyl)dibenzo[b,e]oxepin-11(6H)-one 2-(((1-(3-Fluoropropyl)azetidin-3-yl)carbamoyl)oxy)propane-1,3-diyl-dipalmitate FCCCN1CC(C1)NC(=O)OC(CCCCCCCCCCCCCCCCC(=O)O)CCCCCCCCCCCCCCCCC(=O)O.COC1=CC2=C(OCC3=C(C2=O)C=C(C=C3)C3=CC=C(C=C3)C(F)(F)F)C=C1OC